(2s,4s)-2-(2-phenyl-7-azaspiro[3.5]nonane-7-carbonyl)-7-oxa-5-azaspiro[3.4]octan-6-one C1(=CC=CC=C1)C1CC2(C1)CCN(CC2)C(=O)C2CC1(C2)NC(OC1)=O